C(CCCCCCCCCC)OCCO ethylene glycol mono-undecyl ether